5-(dimethylamino)-5-oxopent-3-yn-2-yl methanesulfonate CS(=O)(=O)OC(C)C#CC(=O)N(C)C